2-(5'-Bromo-7'-fluorospiro[cyclohexane-1,3'-indol]-2'-yl)propan-2-ol BrC=1C=C2C3(C(=NC2=C(C1)F)C(C)(C)O)CCCCC3